4-((2S,3S)-3-((3,5-bis(trifluoromethyl)benzyl)oxy)piperidin-2-yl)phenol FC(C=1C=C(CO[C@@H]2[C@@H](NCCC2)C2=CC=C(C=C2)O)C=C(C1)C(F)(F)F)(F)F